CC1=NN(C2=CC=CC(=C12)C=1C=NN(C1)[C@@H]1CNCC1)C1C(NC(CC1)=O)=O 3-(3-methyl-4-(1-((S)-pyrrolidin-3-yl)-1H-pyrazol-4-yl)-1H-indazole-1-yl)piperidine-2,6-dione